N-(1-phenethylpiperidin-4-yl)-N-phenylfuran-2-carboxamide C(CC1=CC=CC=C1)N1CCC(CC1)N(C(=O)C=1OC=CC1)C1=CC=CC=C1